C1(CC1)C=1C(=C2C(=NC1C(F)(F)F)CCC2)NC(=O)N=[S@@](=O)(C2=CN=C(S2)C(C)(C)O)NC(OC(C)(C)C)=O tert-butyl (S)-(N-((3-cyclopropyl-2-(trifluoromethyl)-6,7-dihydro-5H-cyclopenta[b]pyridine-4-yl)carbamoyl)-2-(2-hydroxypropan-2-yl)thiazole-5-sulfonimidoyl)carbamate